C(CCCCCCCCCC)C1=CC=CC=C1 Undecylbenzol